COC1=CC=C(C=N1)NC(C(C(C)C)N(C=1C2=C(N=C(N1)C1=NC=CC=C1)CCC2)C)=O N-(6-methoxypyridin-3-yl)-3-methyl-2-[methyl[2-(pyridin-2-yl)-5H,6H,7H-cyclopenta[d]pyrimidin-4-yl]amino]butanamide